(R)-2-methyl-4-(4-((2-(4-methyl-1-oxo-1,3-dihydroisobenzofuran-5-yl)morpholino)methyl)-1H-pyrazol-1-yl)benzonitrile CC1=C(C#N)C=CC(=C1)N1N=CC(=C1)CN1C[C@H](OCC1)C=1C(=C2COC(C2=CC1)=O)C